CCCCCCCCCCC[C@H](CC(=O)N[C@@H]1[C@H]([C@@H]([C@H](O[C@@H]1OP(=O)(O)O)CO[C@H]2[C@@H]([C@H]([C@@H]([C@H](O2)CO[C@@]3(C[C@H]([C@H]([C@H](O3)[C@@H](CO)O)O)O[C@@]4(C[C@H]([C@H]([C@H](O4)[C@@H](CO)O)O)O)C(=O)O)C(=O)O)OP(=O)(O)O)OC(=O)C[C@@H](CCCCCCCCCCC)O)NC(=O)C[C@@H](CCCCCCCCCCC)O)O)OC(=O)C[C@@H](CCCCCCCCCCC)O)O The molecule is lipid IVA glycosylated with two 3-deoxy-D-manno-octulosonic acid (KDO) residues. It has a role as an Escherichia coli metabolite. It is a conjugate acid of a (KDO)2-lipid IVA(6-).